nickel-copper-tin neodymium iron boron [B].[Fe].[Nd].[Sn].[Cu].[Ni]